7-bromo-12,12-dimethyl-10-phenyl-10,12-dihydro-indeno[2,1-b]carbazole BrC1=C2C=CC(C=C2C2=C1C=C1N=C3C=CC=CC3=C1C2(C)C)C2=CC=CC=C2